(E)-1-[4-(8-Hydroxyoctoxy)phenyl]-3-phenylprop-2-en-1-one OCCCCCCCCOC1=CC=C(C=C1)C(\C=C\C1=CC=CC=C1)=O